1,2,4-triazol-4-ylurea N=1N=CN(C1)NC(=O)N